C(C)OC(=O)C=1N=C2N(C=CC=C2C(F)(F)F)C1 8-(trifluoromethyl)imidazo[1,2-a]pyridine-2-carboxylic acid ethyl ester